CNC1CCN(CC1)C=1C=C(NC2C(NC(CC2)=O)=O)C=CC1 3-[3-[4-(methylamino)-1-piperidyl]anilino]piperidine-2,6-dione